(2S)-methyl 3-((S)-2-oxopyrrolidin-3-yl)-2-(8-oxa-2-azaspiro[4.5]decane-3-carboxamido)propanoate O=C1NCC[C@H]1C[C@@H](C(=O)OC)NC(=O)C1NCC2(C1)CCOCC2